BrC1=CC2=C(C=C1)C1=CC=C(C=C1C21C2=CC=C(C=C2OC=2C=C(C=CC12)O)O)Br 2,7-Dibromospiro[fluorene-9,9'-xanthene]-3',6'-diol